1-(6-bromo-4-methyl-3-pyridyl)-3-[(1S)-1-(2-pyrimidin-2-yl-1,2,4-triazol-3-yl)ethyl]urea BrC1=CC(=C(C=N1)NC(=O)N[C@@H](C)C=1N(N=CN1)C1=NC=CC=N1)C